C(CC)(=O)OCC(CCC)=NCC 2-ethylimino-pentyl propionate